4-N-(2-aminoethyl)-1-N-BOC-piperazine NCCN1CCN(CC1)C(=O)OC(C)(C)C